NC1=C2C(=NC=N1)N(N=C2C2=CC=C(C=C2)OC2=CC=CC=C2)C2CCN(CC2)C(CCCCCCCSC2=C1C(N(C(C1=CC=C2F)=O)C2C(NC(CC2)=O)=O)=O)=O 4-((8-(4-(4-amino-3-(4-phenoxyphenyl)-1H-pyrazolo[3,4-d]pyrimidin-1-yl)piperidin-1-yl)-8-oxooctyl)thio)-2-(2,6-dioxopiperidin-3-yl)-5-fluoroisoindoline-1,3-dione